N-(7-chlorobenzo[d]thiazol-2-yl)-4-(((1S,2S)-2-(dimethylamino)cyclohexyl)-oxy)-2-fluorobenzenesulfonamide ClC1=CC=CC=2N=C(SC21)NS(=O)(=O)C2=C(C=C(C=C2)O[C@@H]2[C@H](CCCC2)N(C)C)F